N-(5-ethoxycarbonyl-4-methylthiazol-2-yl)-4-acetoxy-3-methoxybenzamide C(C)OC(=O)C1=C(N=C(S1)NC(C1=CC(=C(C=C1)OC(C)=O)OC)=O)C